N1=C(C=CC=C1C(N)=N)C(N)=N pyridine-2,6-dicarboximidamide